BrCCCC (2E)-4-bromobutan